2-methyl-pyrimidine formate C(=O)O.CC1=NC=CC=N1